COC=1OC2=C(N1)C=CC=C2 2-methoxy-1,3-benzoxazol